C(C)OC(CNC(OCC1=CC=CC=C1)=O)OCC benzyl (2,2-diethoxyethyl)carbamate